O=C1CCC(CC1)OCC1NCCCC1NS(=O)(=O)C N-(2-(((4-oxocyclohexyl)oxy)methyl)-piperidin-3-yl)methanesulfonamide